FC=1C=C2C(=CC1)N(CC21CCOCC1)C=1C2=C(N=CN1)C=CC(=N2)C=2C=NC=CC2 5-fluoro-1-(6-(pyridin-3-yl)pyrido[3,2-d]pyrimidin-4-yl)-2',3',5',6'-tetrahydrospiro[indoline-3,4'-pyran]